1,3-dimethyl-1H-indazole-5-carboxylic acid CN1N=C(C2=CC(=CC=C12)C(=O)O)C